FC1=C(C(=CC=C1F)OC)CCOC1=CC(=C(C=C1OC)N1C(NC=2C(C1=O)=C(SC2)C(=O)O)=O)F 3-{4-[2-(2,3-difluoro-6-methoxyphenyl)ethoxy]-2-fluoro-5-methoxyphenyl}-2,4-dioxo-1H-thieno[3,4-d]pyrimidine-5-carboxylic acid